FC1=C2C(=CNC2=CC=C1)C1CN(CC1)C 4-fluoro-3-(1-methylpyrrolidin-3-yl)-1H-indole